5-chloro-2-[(propan-2-yl)amino]benzene-1-sulfonamide ClC=1C=CC(=C(C1)S(=O)(=O)N)NC(C)C